((S or R)-1-((R or S)-3-hydroxy-3-methylpyrrolidin-1-yl)propan-2-yl)carbamate O[C@]1(CN(CC1)C[C@H](C)NC([O-])=O)C |o1:1,7|